4-methyl-(benzothiazole) CC1=CC=CC2=C1N=CS2